C(C)(C)(C)NS(=O)(=O)C=1C=CC(CC1)C=1C=C2C(=NC1)NN=C2NC(CCl)=O N-(5-(4-(N-(tert-butyl)sulfamoyl)cyclohex-2,4-dien-1-yl)-1H-pyrazolo[3,4-b]pyridin-3-yl)-2-chloroacetamide